trans-3-(2,2-dichlorovinyl)-2,2-dimethylcyclopropanecarboxylate ClC(=C[C@@H]1C([C@H]1C(=O)[O-])(C)C)Cl